FCCCN1CC(CC1)=CB1OC(C(O1)(C)C)(C)C 1-(3-Fluoropropyl)-3-((4,4,5,5-tetramethyl-1,3,2-dioxaborolan-2-yl)methylene)pyrrolidine